[Gd].N1C(CCC=C1)C1=NC=CC=C1 tetrahydrobipyridin gadolinium